C(C)(C)(C)OC(=O)N1CC2(C1)CC(C2)CNC2(CC2)C(F)(F)F 6-[[[1-(trifluoromethyl)cyclopropyl]amino]methyl]-2-azaspiro[3.3]heptane-2-carboxylic acid tert-butyl ester